6-[4-[acetyl-(cyclopropylmethyl)amino]-3-methyl-phenyl]-N-[(2,6-dimethyl-3-pyridinyl)methyl]pyridine-3-carboxamide C(C)(=O)N(C1=C(C=C(C=C1)C1=CC=C(C=N1)C(=O)NCC=1C(=NC(=CC1)C)C)C)CC1CC1